FC1=C(C(=CC=C1)F)C=1N=C(C2=C(N1)CNC2=O)NC2=CC=C(C=C2)CC(=O)N[C@@H](CO)C (R)-2-(4-((2-(2,6-difluorophenyl)-5-oxo-6,7-dihydro-5H-pyrrolo[3,4-d]pyrimidin-4-yl)amino)phenyl)-N-(1-hydroxypropan-2-yl)acetamide